methyl (2S)-2-[tert-butoxycarbonyl(methyl)amino]-2-cyclopropyl-acetate C(C)(C)(C)OC(=O)N([C@H](C(=O)OC)C1CC1)C